tert-butyl 4-((8-amino-1-(4-(((2-chlorophenyl)methyl)sulfonamido)-3-fluorophenyl)-3-isopropylimidazo[1,5-a]pyrazin-5-yl)methyl)piperazine-1-carboxylate NC=1C=2N(C(=CN1)CN1CCN(CC1)C(=O)OC(C)(C)C)C(=NC2C2=CC(=C(C=C2)NS(=O)(=O)CC2=C(C=CC=C2)Cl)F)C(C)C